C(C)(C)(C)OC(=O)NCCC(=O)O t-butyloxycarbonyl-β-alanine